2-(4-((1-methylpiperidin-3-yl)amino)phthalazin-1-yl)-5-(trifluoromethyl)phenol CN1CC(CCC1)NC1=NN=C(C2=CC=CC=C12)C1=C(C=C(C=C1)C(F)(F)F)O